cyclononan-4-one C1CCC(CCCCC1)=O